methyl (S)-2-amino-3-(3-fluoro-5-hydroxyphenyl)propanoate N[C@H](C(=O)OC)CC1=CC(=CC(=C1)O)F